C1(=CC=CC=C1)P(OC1=C(C=CC=C1)C)(OC1=C(C=CC=C1)C)=O di(2-methylphenyl) phenylphosphonate